4-bromo-3-(2-bromoethoxy)thiophene-2-carboxylic acid methyl ester COC(=O)C=1SC=C(C1OCCBr)Br